(5S,7S)-5-(3,4-difluorophenyl)-7-fluoro-2-[(1R,2R)-2-fluorocyclopropyl]sulfonyl-6,7-dihydro-5H-pyrrolo[1,2-b][1,2,4]triazole FC=1C=C(C=CC1F)[C@@H]1C[C@@H](C=2N1N=C(N2)S(=O)(=O)[C@H]2[C@@H](C2)F)F